2-((1R,2R)-2-aminocycloheptyl)-5-chloro-N-(thiophen-2-ylmethyl)thieno[3,2-b]pyridin-7-amine N[C@H]1[C@@H](CCCCC1)C1=CC2=NC(=CC(=C2S1)NCC=1SC=CC1)Cl